BrC1=C2C=C(C(N(C2=CC=C1)C)=O)C(=O)NC1=NC=C(C=C1)F 5-Bromo-N-(5-fluoro-2-pyridyl)-1-methyl-2-oxo-quinoline-3-carboxamide